((S)-1-(2,2-difluorobenzo[d][1,3]dioxol-5-yl)ethyl)-2-methylpropane-2-sulfinamide FC1(OC2=C(O1)C=CC(=C2)[C@@H](C)CC(C)(S(=O)N)C)F